(S)-N-(3-methoxy-1-oxo-1-(4-(3-(trifluoromethyl)phenyl-4-d)piperazin-1-yl-2,2,3,3,5,5,6,6-d8)propan-2-yl)acetamide-2,2,2-d3 COC[C@@H](C(N1C(C(N(C(C1([2H])[2H])([2H])[2H])C1=CC(=C(C=C1)[2H])C(F)(F)F)([2H])[2H])([2H])[2H])=O)NC(C([2H])([2H])[2H])=O